(1,3-dimethylbutylidene)-3-hydroxy-2-naphthohydrazide CC(CC(C)C)=NNC(=O)C1=CC2=CC=CC=C2C=C1O